3-(3-(5-bromopyridin-3-yl)phenyl)-2,2-dimethylpropionic acid tert-butyl ester C(C)(C)(C)OC(C(CC1=CC(=CC=C1)C=1C=NC=C(C1)Br)(C)C)=O